6-methyl-4-(trifluoromethyl)pyridin CC1=CC(=CC=N1)C(F)(F)F